C1C(N=CC=C2C13C1=CC=CC=C1C=C2NCC3)=O 6,11b-(epiminoethano)naphtho[1,2-d]azepin-2(1H)-one